cyclosilane C[Si]1(C[Si](C[Si](C1)(C)C)(C)C)C